CN(C(=O)CN(C(OC(C)(C)C)=O)C1CCOCC1)CC(NC=1SC2=C(N1)C=CC(=C2)OC(F)(F)F)=O tert-Butyl N-{[methyl({[6-(trifluoromethoxy)-1,3-benzothiazol-2-yl]carbamoyl}methyl)carbamoyl]methyl}-N-(oxan-4-yl)carbamate